NC1=C(C(=C2C=C(C=NC2=N1)C(=O)N(CC1=NC=C(C=C1)C(F)(F)F)[C@H](C)C1=NC=CC=N1)C)Br 7-amino-6-bromo-5-methyl-N-((1R)-1-(2-pyrimidinyl)ethyl)-N-((5-(trifluoromethyl)-2-pyridinyl)methyl)-1,8-naphthyridine-3-carboxamide